C(C=C)(=O)N monoacrylic acid amide